2-[1-[4,6-dichloro-5-[[1,4-dimethyl-6-(trifluoromethoxy)-1H-indol-3-yl]methyl]pyridine-3-carbonyl]-4-piperidyl]acetate ClC1=C(C=NC(=C1CC1=CN(C2=CC(=CC(=C12)C)OC(F)(F)F)C)Cl)C(=O)N1CCC(CC1)CC(=O)[O-]